C(C)(C)(C)OC(=O)N1C=CC2=NC(=CC=C21)C 5-methyl-1H-pyrrolo[3,2-b]Pyridine-1-carboxylic acid tert-butyl ester